1-(4-(4-AMINO-1-CYCLOPROPYL-1H-PYRAZOLO[4,3-C]PYRIDIN-3-YL)PHENYL)-3-(3-(TERT-BUTYL)ISOXAZOL-5-YL)UREA NC1=NC=CC2=C1C(=NN2C2CC2)C2=CC=C(C=C2)NC(=O)NC2=CC(=NO2)C(C)(C)C